(dimethylfluorenyl)[di(tert-butylphenyl)fluorenyl]amine CC=1C(=C(C=2CC3=CC=CC=C3C2C1)NC1=C(C(=CC=2C3=CC=CC=C3CC12)C1=C(C=CC=C1)C(C)(C)C)C1=C(C=CC=C1)C(C)(C)C)C